ClC=1C(=C(C(=CC1)F)NC=1N(C2=NC(=NC=C2N1)NC1CCC(CC1)(F)F)C1CCC(CC1)C(=O)N)F (1s,4s)-4-(8-(3-chloro-2,6-difluorophenylamino)-2-(4,4-difluorocyclohexylamino)-9H-purin-9-yl)cyclohexanecarboxamide